C[C@@H]1CC[C@@]2([C@H]([C@H]3[C@@H](O2)C[C@@H]4[C@@]3(C(=O)C[C@H]5[C@H]4CC[C@@H]6[C@@]5(CC[C@@H](C6)O[C@H]7[C@@H]([C@H]([C@H]([C@H](O7)CO)O)O)O)C)C)C)OC1 The molecule is a steroid saponin that consists of (25R)-5alpha-spirostan-3beta-ol substituted by an oxo group at position 12 and a beta-D-galactopyranosyl moiety at position 3 via a glycosidic linkage. It is a monosaccharide derivative, a steroid saponin and an oxaspiro compound. It derives from a hydride of a (25R)-5alpha-spirostan.